4-(3-(4-fluorophenyl)-1-((2-(trimethylsilyl)ethoxy)methyl)-1H-pyrazol-4-yl)furo[3,4-b]pyridine-5,7-dione FC1=CC=C(C=C1)C1=NN(C=C1C1=C2C(=NC=C1)C(OC2=O)=O)COCC[Si](C)(C)C